FC(S(=O)(=O)[O-])(F)F.N1=C(C=CC=C1)[NH3+] pyridin-2-aminium trifluoromethane-sulfonate